tert-butyl 3-methyl-6-(3-oxocyclohexen-1-yl)-3,4-dihydro-2H-pyridine-1-carboxylate CC1CN(C(=CC1)C1=CC(CCC1)=O)C(=O)OC(C)(C)C